N1[13C@@H]([13CH2][13CH2][13CH2]1)[13C](=O)O L-Proline-13C5